ClC1=CC(=NC=C1)C(=O)NC1=NC=C(C=C1)C1(CCC1)C(NC1=CC=C(C=C1)F)=O 4-chloro-N-(5-{1-[(4-fluorophenyl)carbamoyl]cyclobutyl}pyridin-2-yl)pyridine-2-carboxamide